5-(4-(2-(ethylamino)ethoxy)phenoxy)-6-(4-(methylsulfonyl)phenyl)naphthalene-2-ol tert-butyl-rel-(3aR,6aS)-5-oxohexahydrocyclopenta[c]pyrrole-2(1H)-carboxylate C(C)(C)(C)C1N(C[C@H]2[C@@H]1CC(C2)=O)C(=O)OC2=CC1=CC=C(C(=C1C=C2)OC2=CC=C(C=C2)OCCNCC)C2=CC=C(C=C2)S(=O)(=O)C |o1:7,8|